2-(4-ethylbenzamido)benzenesulfonic acid C(C)C1=CC=C(C(=O)NC2=C(C=CC=C2)S(=O)(=O)O)C=C1